1-O-tetradecyl-beta-D-glucopyranosuronic acid C(CCCCCCCCCCCCC)O[C@H]1[C@H](O)[C@@H](O)[C@H](O)[C@H](O1)C(=O)O